tert-butyl N-[1-[5-(2,6-dioxo-3-piperidinyl)-2-pyridinyl]-4-piperidinyl]-N-methyl-carbamate O=C1NC(CCC1C=1C=CC(=NC1)N1CCC(CC1)N(C(OC(C)(C)C)=O)C)=O